FC(C(=O)C1=C(C=C(C(=O)O)C=C1)OC)(C)F 4-(2,2-difluoropropionyl)-3-methoxybenzoic acid